C[C@]12CCC(=O)C=C1CC[C@@H]3[C@@H]2[C@H](C[C@]4([C@H]3CC[C@@H]4C(=O)CO)C)O The molecule is a 21-hydroxy steroid that consists of pregn-4-ene substituted by hydroxy groups at positions 11 and 21 and oxo groups at positions 3 and 20. Corticosterone is a 21-carbon steroid hormone of the corticosteroid type produced in the cortex of the adrenal glands. It has a role as a human metabolite and a mouse metabolite. It is an 11beta-hydroxy steroid, a 21-hydroxy steroid, a 20-oxo steroid, a C21-steroid, a 3-oxo-Delta(4) steroid, a primary alpha-hydroxy ketone and a glucocorticoid. It derives from a hydride of a pregnane.